COC1=C(C=C(C=C1)C1=NNC2=NC=C(C=C21)C2=CC=C(C=C2)N2CCN(CC2)C)C 3-(4-methoxy-3-methylphenyl)-5-(4-(4-methylpiperazin-1-yl)phenyl)-1H-pyrazolo[3,4-b]pyridine